tert-butyl (2-fluoro-3-methoxy-6-(1H-pyrazol-4-yl)benzyl)carbamate FC1=C(CNC(OC(C)(C)C)=O)C(=CC=C1OC)C=1C=NNC1